N=1N(N=CC1)C1(CC1)C1=NN(C(=C1)N)C1C(C1)C 3-(1-(2H-1,2,3-triazol-2-yl)cyclopropyl)-1-(2-methylcyclopropyl)-1H-pyrazol-5-amine